C(=C)[Si](OC)(C)C Vinyl-dimethyl-methoxysilane